BrC1=CC=C2C(=NN(C2=C1)C)C(C#N)C 2-(6-bromo-1-methyl-1H-indazol-3-yl)propionitrile